4-{6-amino-2-[3-(methylsulfonyl)phenyl]-9H-purin-9-yl}-N-(3-methoxyphenyl)cyclohexanecarboxamide NC1=C2N=CN(C2=NC(=N1)C1=CC(=CC=C1)S(=O)(=O)C)C1CCC(CC1)C(=O)NC1=CC(=CC=C1)OC